(S)-N-(4-(4-amino-1-methyl-7-(1-(tetrahydro-2H-pyran-4-yl)-1H-pyrazol-4-yl)-1H-pyrazolo[4,3-c]pyridin-3-yl)-2-(1-(4-fluorophenyl)ethoxy)phenyl)-1-phenylmethane-sulfonamide NC1=NC=C(C2=C1C(=NN2C)C2=CC(=C(C=C2)NS(=O)(=O)CC2=CC=CC=C2)O[C@@H](C)C2=CC=C(C=C2)F)C=2C=NN(C2)C2CCOCC2